C1(CC1)C=1N(C=CC1C(=O)O)C1=CN=C2C3=C(C=CC=C13)C(N2)=O 2-cyclopropyl-1-(2-oxo-1,2-dihydropyrrolo[4,3,2-ij]isoquinolin-6-yl)-1H-pyrrol-3-carboxylic acid